CC=1OC(=CN1)C1=C(N(C2=CC=CC=C12)C)C1=CC=CC=C1 2-methyl-5-(1-methyl-2-phenyl-1H-indol-3-yl)oxazole